dirhodium tetraprolinate N1[C@@H](CCC1)C(=O)[O-].N1[C@@H](CCC1)C(=O)[O-].N1[C@@H](CCC1)C(=O)[O-].N1[C@@H](CCC1)C(=O)[O-].[Rh+3].[Rh+3]